4-(3-(3-fluorobenzyl)-1H-1,2,4-triazol-5-yl)piperidine hydrochloride Cl.FC=1C=C(CC2=NNC(=N2)C2CCNCC2)C=CC1